[C@@H]12[C@@H](C[C@@H](CC1)O2)C(=O)N[C@@H](CCC2=CC=CC=C2)B(O)O [(1R)-1-{[(1S,2R,4R)-7-oxabicyclo[2.2.1]heptan-2-yl]formamido}-3-phenyl-propyl]boronic acid